C1(=CC=CC=C1)N(C(=O)[C@@H]1N(CC1)C(=O)OC(C)(C)C)CC=1N=C2N(CCCC2)C1 tert-butyl (R)-2-(phenyl ((5,6,7,8-tetrahydroimidazo[1,2-a]pyridin-2-yl)methyl)carbamoyl)azetidine-1-carboxylate